CC1=C(C=CC=C1)S(=O)(=O)OC1CCN(CC1)C=1OC2=C(N1)C=CC(=C2)OC\C(=C/F)\CN (Z)-1-(6-((2-(aminomethyl)-3-fluoro-allyl)oxy)benzo[d]oxazol-2-yl)piperidin-4-ol 4-methylbenzenesulfonate